ethyl 2-(4-(4-hydroxy-3-isopropylbenzyl)-3-methyl-5-(prop-1-en-2-yl)phenoxy)acetate OC1=C(C=C(CC2=C(C=C(OCC(=O)OCC)C=C2C(=C)C)C)C=C1)C(C)C